N-((S)-1-(4-(cyclopropanesulfonamido)pyridin-2-yl)-2-((3aR,6aS)-tetrahydro-1H-furo[3,4-c]pyrrol-5(3H)-yl)ethyl)-5-(6-ethoxypyrazin-2-yl)thiazole-2-carboxamide C1(CC1)S(=O)(=O)NC1=CC(=NC=C1)[C@H](CN1C[C@@H]2[C@H](C1)COC2)NC(=O)C=2SC(=CN2)C2=NC(=CN=C2)OCC